COC1=CC=CC=2C=3N(C(=NC12)N[C@H]1C(NCCCC1)=O)N=C(N3)C=3N=NN(C3)C (3R)-3-{[7-methoxy-2-(1-methyl-1H-1,2,3-triazol-4-yl)[1,2,4]triazolo[1,5-c]quinazolin-5-yl]amino}azepan-2-one